caprylic acid amide C(CCCCCCC)(=O)N